C1(CC1)CNC(C1=CC(=CC=C1)NC=1N=NC(=CC1)C1=CC=CC=C1)=O N-(cyclopropylmethyl)-3-[(6-phenylpyridazin-3-yl)amino]benzamide